(S)-3-((3-fluoro-2-methoxyphenyl)amino)-2-(isothiazolo[4,5-b]pyridin-7-yl)-7-(trifluoromethyl)-6,7-dihydropyrazolo[1,5-a]pyrazin-4(5H)-one FC=1C(=C(C=CC1)NC=1C(=NN2C1C(NC[C@H]2C(F)(F)F)=O)C2=C1C(=NC=C2)C=NS1)OC